1-(4-((1S,2R)-6-hydroxy-2-(2-hydroxypropan-2-yl)-1,2,3,4-tetrahydronaphthalen-1-yl)phenyl)piperidine-4-carbaldehyde OC=1C=C2CC[C@H]([C@H](C2=CC1)C1=CC=C(C=C1)N1CCC(CC1)C=O)C(C)(C)O